N-(2-aminocyclobutyl)-4-[[3-(2,3-difluoro-4-methoxyphenyl)imidazo[1,2-a]pyrazin-8-yl]amino]-2-ethylbenzamide NC1C(CC1)NC(C1=C(C=C(C=C1)NC=1C=2N(C=CN1)C(=CN2)C2=C(C(=C(C=C2)OC)F)F)CC)=O